ClC=1C=CC(=C(C1)C[C@@H](C(=O)O)NC(=O)OCC1C2=CC=CC=C2C=2C=CC=CC12)N(C)C (2S)-3-[5-chloro-2-(dimethylamino)phenyl]-2-{[(9H-fluoren-9-ylmethoxy)carbonyl]amino}propanoic acid